4-(2-hydroxy-2-methylpropyl)piperazin OC(CN1CCNCC1)(C)C